(R)-6-chloro-3-((1-(2-(3,3-difluoroazetidin-1-yl)-3,6-dimethyl-4-oxo-3,4-dihydroquinazolin-8-yl)ethyl)amino)picolinic acid ClC1=CC=C(C(=N1)C(=O)O)N[C@H](C)C=1C=C(C=C2C(N(C(=NC12)N1CC(C1)(F)F)C)=O)C